(S)-4-bromo-1-methoxy-2-(methylsulfinyl)benzene BrC1=CC(=C(C=C1)OC)[S@@](=O)C